C1=CC=C(C=2OC3=CC=CC=C3SC12)S(=O)(=O)C1=CC=C(C=C1)CNC(=O)C=1C=NC=2N(C1)C=CN2 N-{[4-(phenoxathiine-4-sulfonyl)phenyl]methyl}imidazo[1,2-a]pyrimidine-6-carboxamide